CC1=CC(=C(C=C1)C(C)C1=CC=CC=C1)C 1,3-dimethyl-4-(1-phenylethyl)benzene